5-(7,8-dimethyl-[1,2,4]triazolo[1,5-a]pyridin-6-yl)-2-(6-isobutyl-2,6-diazaspiro[3.3]hept-2-yl)-6-isopropyl-4H-pyrrolo[3,2-d]thiazole CC1=C(C=2N(C=C1C1=C(C=3N=C(SC3N1)N1CC3(C1)CN(C3)CC(C)C)C(C)C)N=CN2)C